4'-methyl-5'-oxo-2'-[(6-{[1-(trifluoromethyl)pyrazol-3-yl]amino}pyrimidin-4-yl)amino]-6'H-spiro[cyclohexane-1,7'-pyrrolo[3,4-b]pyridin]-1'-ium-1'-olate CC1=C2C(=[N+](C(=C1)NC1=NC=NC(=C1)NC1=NN(C=C1)C(F)(F)F)[O-])C1(NC2=O)CCCCC1